FC1=C(C(=CC(=C1)OC)F)[C@H]1[C@@H](C(NC1)=O)NC(=O)NC1=CC=C(C=C1)S(=O)(=O)C |o1:10,11| (-)-1-[(3S*,4R*)-4-(2,6-difluoro-4-methoxy-phenyl)-2-oxo-pyrrolidin-3-yl]-3-(4-methyl-sulfonyl-phenyl)urea